CP(=O)(C)C1=C2N=CC=NC2=CC=C1NC=1C2=C(N=C(N1)NC=1C(=CC(=C(C1)NC(C=C)=O)N1CCN(CC1)C)OC)NC=C2 N-(5-((4-((5-(dimethylphosphoryl)quinoxalin-6-yl)amino)-7H-pyrrolo[2,3-d]pyrimidin-2-yl)amino)-4-Methoxy-2-(4-methylpiperazin-1-yl)phenyl)acrylamide